BrC1=CN=C(S1)NC(C1=C(C=C(C=C1)F)NS(=O)(=O)C1=CC=C(C=C1)C)=O N-(5-bromothiazol-2-yl)-4-fluoro-2-((4-methylphenyl)sulfonamido)benzamide